5-(4-amino-5-(methoxycarbonyl)-1H-pyrazol-3-yl)-3,4-dihydropyridine-1(2H)-carboxylic acid tert-butyl ester C(C)(C)(C)OC(=O)N1CCCC(=C1)C1=NNC(=C1N)C(=O)OC